(S)-N-(tert-Butoxy)-2-(2-((S)-1-(2,3-difluorobenzyl)-5-oxopyrrolidin-2-yl)acetamido)-3-methylbutanamide C(C)(C)(C)ONC([C@H](C(C)C)NC(C[C@H]1N(C(CC1)=O)CC1=C(C(=CC=C1)F)F)=O)=O